(5-bromo-2-methylphenyl)(2,3-dihydro-1,4-benzodioxin-6-yl)methanol BrC=1C=CC(=C(C1)C(O)C1=CC2=C(OCCO2)C=C1)C